C[C@@H]1CC[C@@]2([C@@H]([C@@]1(C)CCC3CCOC3=O)CCC=C2C(=O)O)C The molecule is a diterpenoid that is 3,4,4a,5,6,7,8,8a-octahydronaphthalene-1-carboxylic acid substituted by methyl groups at positions 5, 6 and 8a and a 2-(2-oxotetrahydrofuran-3-yl)ethyl group at position 5 (the 4aR,5S,6R,8aR stereoisomer). It is isolated from the whole plant of Ballota limbata (Syn.Otostegia limbata) and acts as a lipoxygenase inhibitor. It has a role as a metabolite and a lipoxygenase inhibitor. It is a diterpenoid, a carbobicyclic compound, a gamma-lactone, a monocarboxylic acid and a member of octahydronaphthalenes.